N-ethyl-N-(p-bromophenyl)glycine C(C)N(CC(=O)O)C1=CC=C(C=C1)Br